BrC=1C(=C2N(C(=CN=C2O)C)C1C)C1=CC=C(C=C1)OC 7-bromo-8-(4-methoxyphenyl)-4,6-dimethylpyrrolo[1,2-a]pyrazin-1-ol